C(OC[C@@H]1[C@@H](C1)N(C)C(=O)OCC1=CC=C(C=C1)NC([C@H](C)NC([C@H](C(C)C)NC(=O)OC(C)(C)C)=O)=O)(OC1=CC=C(C=C1)[N+](=O)[O-])=O [(1S,2R)-2-{[({4-[(2S)-2-[(2S)-2-{[(tert-butoxy)carbonyl]amino}-3-methylbutanamido]propanamido]phenyl}methoxy)carbonyl](methyl)amino}cyclopropyl]methyl 4-nitrophenyl carbonate